C(C)S(=O)(=O)C1=CC=C(C=C1)CC(=O)NC=1CCN(C1)C(=O)[O-] 4-(2-(4-(ethylsulfonyl) phenyl) acetamido)-2,3-dihydro-1H-pyrrole-1-carboxylate